CC=1C=CC(=NC1)C1CC=NN1C(=O)C12CC(C1)(C2)CN2N=CC1=CC(=CC=C21)C#N 1-((3-(5-(5-methylpyridin-2-yl)-4,5-dihydro-1H-pyrazole-1-carbonyl)bicyclo[1.1.1]-pentan-1-yl)methyl)-1H-indazole-5-carbonitrile